NC1=NC(NC=C1F)=S 4-amino-5-fluoropyrimidine-2-thione